C(C)(C)(C)OC(=O)N(CCCC(=O)O)C 4-((tert-butoxycarbonyl)(methyl)amino)butyric acid